(5R)-3,3-difluoro-5-(4-methyl-2-oxopyrrolidin-1-yl)piperidine-1-carboxylic acid 5-chloropyridin-2-yl ester ClC=1C=CC(=NC1)OC(=O)N1CC(C[C@H](C1)N1C(CC(C1)C)=O)(F)F